FC(CN1CC(C1)C(=O)NC=1N=CC2=CC=C(C=C2C1)C1=CN=C(N1C)C)F 1-(2,2-difluoroethyl)-N-(6-(1,2-dimethyl-1H-imidazol-5-yl)isoquinolin-3-yl)azetidine-3-carboxamide